{3-[5-(2-aminopyrimidin-4-yl)-2-tert-butyl-1,3-thiazol-4-yl]-2-fluorophenyl}-2,6-difluorobenzenesulfonamide NC1=NC=CC(=N1)C1=C(N=C(S1)C(C)(C)C)C=1C(=C(C=CC1)C=1C(=C(C(=CC1)F)S(=O)(=O)N)F)F